(R)-3-[4-(7H-pyrrolo[2,3-d]pyrimidin-4-yl)-1H-pyrazol-1-yl]-3-cyclopentyl-propionitrile N1=CN=C(C2=C1NC=C2)C=2C=NN(C2)[C@H](CC#N)C2CCCC2